FC=1C=C2C(=CNC2=CC1F)NC(=O)C=1C2=C(NN1)CN(C2)C(=O)OC(C)(C)C tert-butyl 3-((5,6-difluoro-1H-indol-3-yl)carbamoyl)-4,6-dihydropyrrolo[3,4-c]pyrazole-5(1H)-carboxylate